tert-butyl N-[5-[(6-methylpyridazin-3-yl)amino]-2-nitro-4-(oxetan-3-ylidenemethyl)phenyl]carbamate CC1=CC=C(N=N1)NC=1C(=CC(=C(C1)NC(OC(C)(C)C)=O)[N+](=O)[O-])C=C1COC1